CS(=O)(=O)[O-].C(CCCCCCC)[N+]1=CC(=CC=C1)CCC 1-Octyl-3-propylpyridinium methansulfonat